C[C@@H]1N(C[C@H](N(C1)C(C)C1=NC2=CC=CC=C2N=C1)C)C=1C=2N=C(N(C2N(C(N1)=O)C)C)CC#N 2-(6-((2S,5R)-2,5-dimethyl-4-(1-(quinoxalin-2-yl)ethyl)piperazin-1-yl)-3,9-dimethyl-2-oxo-3,9-dihydro-2H-purin-8-yl)acetonitrile